COC(=O)C1=CC2=C3C=CC=NC3=CC=C2N1 3H-pyrrolo[3,2-f]quinoline-2-carboxylic acid methyl ester